ClC1=CC(=C(C=C1)C=1C=CC(=NC1)N1CCN(CC1)C(=O)C1=CC=C2C=CC(NC2=C1)=O)F 7-(4-(5-(4-chloro-2-fluorophenyl)pyridin-2-yl)piperazine-1-carbonyl)quinolin-2(1H)-one